Methyl 6-chloro-3-(((R)-1-(6-((S)-5-(4-fluorobenzyl)-3-methyl-2-oxoimidazolidin-1-yl)-4-methylpyridin-2-yl)ethyl)amino)picolinate ClC1=CC=C(C(=N1)C(=O)OC)N[C@H](C)C1=NC(=CC(=C1)C)N1C(N(C[C@@H]1CC1=CC=C(C=C1)F)C)=O